(3r,4s)-1-((2-chloro-4-(trifluoromethyl)phenyl)sulfonyl)-3-(hydroxymethyl)-4-((4-(trifluoromethyl)phenyl)sulfonyl)pyrrolidin-3-ol ClC1=C(C=CC(=C1)C(F)(F)F)S(=O)(=O)N1C[C@@]([C@H](C1)S(=O)(=O)C1=CC=C(C=C1)C(F)(F)F)(O)CO